β-dimethylaminopropylcarbonate CN(C(COC([O-])=O)C)C